tert-butyl 8-(methylsulfonyloxymethyl)-3-azabicyclo[3.2.1]octane-3-carboxylate CS(=O)(=O)OCC1C2CN(CC1CC2)C(=O)OC(C)(C)C